3-bromo-N-(cyclopropylmethyl)-4-(4-(trifluoromethyl)phenoxy)benzenesulfonamide BrC=1C=C(C=CC1OC1=CC=C(C=C1)C(F)(F)F)S(=O)(=O)NCC1CC1